CC1=C(C=CC=C1C)C=1N=CC(=NC1C(F)(F)F)C(=O)N1[C@@H](C\C(\C1)=N/OC)C=O [(2S,4E)-1-(5-(2,3-dimethylphenyl)-6-(trifluoromethyl)pyrazine-2-carbonyl)-4-(methoxyimino)pyrrolidin-2-yl]methanone